O1CCC(CC1)C1=NC=2C(=NC=CC2C2CCN(CC2)S(=O)(=O)C2=CC=C(C=C2)OC(F)(F)F)N1 2-tetrahydropyran-4-yl-7-[1-[4-(trifluoromethoxy)phenyl]sulfonyl-4-piperidyl]-3H-imidazo[4,5-b]pyridine